OC1=CC=C(C=2C=NNC12)C=O 7-Hydroxy-1H-indazole-4-carbaldehyde